COC=1C=C(N)C=C(C1OC)OC 3,4,5-trimethoxyaniline